{3-[(tert-butoxycarbonyl)amino]propanoyl}-L-proline C(C)(C)(C)OC(=O)NCCC(=O)N1[C@@H](CCC1)C(=O)O